N-(2-((2-(Dimethylamino)ethoxy)methyl)-5-(3'-methyl-2'-oxo-2',3'-dihydrospiro[cyclobutane-1,1'-pyrrolo[2,3-c]quinolin]-8'-yl)pyridin-3-yl)methanesulfonamide CN(CCOCC1=NC=C(C=C1NS(=O)(=O)C)C1=CC=2C3=C(C=NC2C=C1)N(C(C31CCC1)=O)C)C